NC1=C(C=C(C=C1)OCCO)[N+](=O)[O-] 1-amino-2-nitro-4-(beta-hydroxyethyloxy)benzene